F[P-](F)(F)(F)(F)F.F[P-](F)(F)(F)(F)F.[Zn+2] zinc(II) bis(hexafluorophosphate)